NC(CC(=O)O)C(=O)NC(C(=O)OC)CC1=CC=C(C=C1)O 3-amino-4-[[3-(4-hydroxyphenyl)-1-methoxy-1-oxopropan-2-yl]amino]-4-oxobutanoic acid